(R)-N-(2-(1-cyclopropyl-2-hydroxy-2-methylpropyl)-3-oxoisoindolin-4-yl)-2,3-dihydro-1H-indene-4-carboxamide C1(CC1)[C@H](C(C)(C)O)N1CC2=CC=CC(=C2C1=O)NC(=O)C=1C=2CCCC2C=CC1